3-fluoro-N-(trans-4-hydroxy-4-methylcyclohexyl)-4-(1H-pyrrolo[3,2-c]pyridin-4-yl)benzamide FC=1C=C(C(=O)NC2CCC(CC2)(C)O)C=CC1C1=NC=CC2=C1C=CN2